(S)-6'-(4-(methoxycarbonyl)phenyl)-6-methyl-3',6'-dihydro-[2,4'-bipyridyl] COC(=O)C1=CC=C(C=C1)[C@@H]1C=C(CC=N1)C1=NC(=CC=C1)C